methyl 3-amino-4-(N-((1-methyl-1H-pyrazol-3-yl)methyl)sulfamoyl)benzoate Methyl-4-(N-((1-methyl-1H-pyrazol-3-yl)methyl)sulfamoyl)benzoate COC(C1=CC=C(C=C1)S(NCC1=NN(C=C1)C)(=O)=O)=O.NC=1C=C(C(=O)OC)C=CC1S(NCC1=NN(C=C1)C)(=O)=O